Cl.NC12CN(CC(C1)C2)C(=O)OCC2=CC=CC=C2 Benzyl 1-amino-3-azabicyclo[3.1.1]heptane-3-carboxylate Hydrochloride